FC(C=1C(=C(C=CC1)C(C)=NS(=O)C(C)(C)C)F)F N-(1-(3-(difluoromethyl)-2-fluorophenyl)ethylidene)-2-methylpropane-2-sulfinamide